FC1=C(C=C(C#N)C=C1)C(=O)N1CCC2(C(N3[C@H](O2)CC[C@H]3C3=CC(=CC=C3)F)=O)CC1 4-fluoro-3-[(5'S,7a'R)-5'-(3-fluorophenyl)-3'-oxotetrahydro-1H,3'H-spiro[piperidine-4,2'-pyrrolo[2,1-b][1,3]-oxazole]-1-carbonyl]-benzonitrile